CC(C)(C)[O-].[Y+3].CC(C)(C)[O-].CC(C)(C)[O-] Yttrium tert-butoxide